4-phenyl-1-(o-tolyl)but-3-yn-2-one C1(=CC=CC=C1)C#CC(CC1=C(C=CC=C1)C)=O